N-(3-Fluorobenzyl)-1-(1-(naphthalen-1-yl)cyclopropyl)piperidine-4-carboxamide FC=1C=C(CNC(=O)C2CCN(CC2)C2(CC2)C2=CC=CC3=CC=CC=C23)C=CC1